2-(3-bromophenyl)-3-hydroxy-2-(hydroxymethyl)propyl-4-methylbenzenesulfonate BrC=1C=C(C=CC1)C(COS(=O)(=O)C1=CC=C(C=C1)C)(CO)CO